4-Methoxy-N-[1-[[(3-amino-3-oxo-propyl)-(2-chloroacetyl)amino]carbamoyl]-3-methyl-butyl]-1H-indole-2-carboxamide COC1=C2C=C(NC2=CC=C1)C(=O)NC(CC(C)C)C(NN(C(CCl)=O)CCC(=O)N)=O